N-(1-(2,4-bis(trifluoromethyl)phenyl)-3-methyl-1H-pyrazol-4-yl)-5-(furan-2-yl)nicotinamide FC(C1=C(C=CC(=C1)C(F)(F)F)N1N=C(C(=C1)NC(C1=CN=CC(=C1)C=1OC=CC1)=O)C)(F)F